C=1C=2N(C=CN1)C=C(C2)CNC(=O)C2N(CC1(OCCO1)C2)C(CNC(=O)C=2C=CC=1SC3=CC=CC=C3OC1C2)=O 7-{2-[(Phenoxathiine-3-carbonyl)-amino]-acetyl}-1,4-dioxa-7-aza-spiro[4.4]nonane-8-carboxylic acid (pyrrolo[1,2-a]pyrazin-7-ylmethyl)-amide